OC(=O)C(F)(F)F.COC=1C=C(C=C(C1CN1CCC(CC1)OC1CCNCC1)OC)C1=CN(C(C2=CN=CC=C12)=O)CCCCCC 4-(3,5-dimethoxy-4-((4-(piperidin-4-yloxy)piperidin-1-yl)methyl)phenyl)-2-hexyl-2,7-naphthyridin-1(2H)-one TFA salt